O[C@@H]1[C@@H](CCCC1)CNC1=NC=C2N=C(N(C2=N1)C1CCC(CC1)C(=O)N)NC1=C(C=C(C=C1F)F)F (1R,4s)-4-(2-(((1S,2S)-2-hydroxycyclohexyl)methylamino)-8-(2,4,6-trifluorophenylamino)-9H-purin-9-yl)cyclohexanecarboxamide